((((6-(((acetoxymethoxy)(benzyl)phosphoryl)oxy)-5'-methyl-4-pentyl-2'-(prop-1-en-2-yl)-1',2',3,4'-tetrahydro-[1,1'-biphenyl]-2-yl)oxy)(benzyl)phosphoryl)oxy)methyl acetate C(C)(=O)OCOP(=O)(CC1=CC=CC=C1)OC1C(=C(C=C(C1)CCCCC)OP(=O)(CC1=CC=CC=C1)OCOC(C)=O)C1C(CCC(=C1)C)C(=C)C